8-bromo-N-methyl-imidazo[1,2-a]pyridin-6-amine BrC=1C=2N(C=C(C1)NC)C=CN2